5-bromo-2-(((triisopropylsilyl)oxy)methyl)-1H-benzo[d]imidazole BrC1=CC2=C(NC(=N2)CO[Si](C(C)C)(C(C)C)C(C)C)C=C1